C(C=C)(=O)OCCCCCCCCCCCCC[Si](C)(C)F acryloxytridecylfluorodimethylsilane